FC(C1=NC=CC(=C1)N1CC(C1)CC(=O)[O-])(F)F.[Li+] Lithium 2-(1-(2-(trifluoromethyl)pyridin-4-yl)azetidin-3-yl)acetate